NC=1C(=CC=C2C(=CNC12)S(=O)(=O)OC1=C(C(=C(C(=C1F)F)F)F)F)I Perfluorophenyl 7-amino-6-iodo-1H-indole-3-sulfonate